3-(2-chlorophenyl)-5-phenylisoxazole ClC1=C(C=CC=C1)C1=NOC(=C1)C1=CC=CC=C1